[Cl-].C(CCCCCCCCCCCCCCCCC)[NH+](CC(O)O)CCCCCCCCCCCCCCCCCC distearyl-dihydroxyethyl-ammonium chloride